C[C@@H]1CN(CC[C@@H]1NC1=NC=C(C(=N1)[Sn](C)(C)C)C(F)(F)F)C(=O)OC(C)(C)C Tert-butyl (3R,4S)-3-methyl-4-((5-(trifluoromethyl)-4-(trimethylstannyl)-pyrimidin-2-yl)amino)piperidine-1-carboxylate